naphthalene-1-carboxylic acid {[2-(3-methoxy-phenoxy)-5-fluorophenyl-carbamoyl]-methyl}-amide COC=1C=C(OC2=C(C=C(C=C2)F)NC(=O)CNC(=O)C2=CC=CC3=CC=CC=C23)C=CC1